FC=1C=C(COC=2C(=NC=C(C2)F)C=2C=C(SC2C)C(=O)NC2=CC(=CC(=C2)NS(=O)(=O)C)OC)C=C(C1)F 4-(3-((3,5-difluorobenzyl)oxy)-5-fluoropyridin-2-yl)-N-(3-methoxy-5-(methylsulfonamido)phenyl)-5-methylthiophene-2-carboxamide